1-(pentafluorophenyl)indene FC1=C(C(=C(C(=C1C1C=CC2=CC=CC=C12)F)F)F)F